3-(4,5-difluoro-2-methoxyphenyl)propanal FC1=CC(=C(C=C1F)CCC=O)OC